(3-chloro-4-iodopyridin-2-yl)-4-methylbenzenesulfonamide ClC=1C(=NC=CC1I)C1=C(C=CC(=C1)C)S(=O)(=O)N